N1C(=CC(=C1)C(=O)O)C(=O)O pyrrole-2,4-dicarboxylic acid